C1(=CC=CC=C1)C1=NC(=NC(=N1)C=1C=CC=2N(C3=CC=CC=C3C2C1)C1=NC=CC=N1)C=1C=CC=2N(C3=CC=CC=C3C2C1)C1=NC=CC=N1 3,3'-(6-phenyl-1,3,5-triazine-2,4-diyl)bis(9-(pyrimidin-2-yl)-9H-carbazole)